C(C)C1=C(C=C(C(=C1)CN1CC2(C1)CN(C2)S(=O)(=O)C)F)C2=CC=C(C=C2)C(C(F)(F)F)(C(F)(F)F)O 2-(2'-ethyl-5'-fluoro-4'-((6-(methylsulfonyl)-2,6-diazaspiro[3.3]heptan-2-yl)methyl)-[1,1'-biphenyl]-4-yl)-1,1,1,3,3,3-hexafluoropropan-2-ol